C(#N)C=1C2=C(N(N=C2C=C(C1)C=1C=NN(C1)C[C@H](C)O)C)C1=CC(=C(C(=O)N)C(=C1)OC)OC(F)F 4-[4-cyano-6-[1-[(2S)-2-hydroxypropyl]pyrazol-4-yl]-2-methylindazol-3-yl]-2-(difluoromethoxy)-6-methoxybenzamide